5-fluoro-1-((2R,3S,4R)-3-fluoro-4-hydroxy-5-methylenetetrahydrofuran-2-yl)pyrimidine-2,4(1H,3H)-dione FC=1C(NC(N(C1)[C@@H]1OC([C@H]([C@@H]1F)O)=C)=O)=O